FC(C12CNCC2(C1)C(=O)[O-])(F)F 5-(trifluoromethyl)-3-azabicyclo[3.1.0]hexane-1-carboxylate